1-(4-methoxybenzyl)-3-(4-((2-oxopyrrolidin-1-yl)methyl)phenyl)urea COC1=CC=C(CNC(=O)NC2=CC=C(C=C2)CN2C(CCC2)=O)C=C1